[Cl-].C(CCCC)(=O)OC[N+]1(CCC=C(C1)C1=NSN=C1OCCCCCC)C [5-(4-hexyloxy-1,2,5-thiadiazol-3-yl)-1-methyl-3,6-dihydro-2H-pyridin-1-ium-1-yl]methyl pentanoate chloride